C1(=CC=CC=C1)N1C=NC=C1 3-phenyl-3H-imidazole